ClC1=C(C(=O)NCC[C@@]23C[C@](C[C@H]2[C@@H]2CC=C4C[C@H](CC[C@]4(C)[C@H]2CC3)O)(O)CC=C)C=CC=C1Cl (2,3-dichlorobenzamidomethyl)-16alpha-allyl-16beta-hydroxy-androst-5-ene-3beta-ol